Triazidoneopentyl alcohol N(=[N+]=[N-])CC(C(N=[N+]=[N-])(N=[N+]=[N-])O)(C)C